methyl (S)-2-((S)-2-(((2-(3-chlorophenyl)-2-methylpropoxy)carbonyl)amino)-4-methylpentanamido)-3-((S)-2-oxopyrrolidin-3-yl)propanoate ClC=1C=C(C=CC1)C(COC(=O)N[C@H](C(=O)N[C@H](C(=O)OC)C[C@H]1C(NCC1)=O)CC(C)C)(C)C